bis(3-methoxycarbonylpropoxy)-1,1'-binaphthyl COC(=O)CCCOC=1C(=C(C2=CC=CC=C2C1)C1=CC=CC2=CC=CC=C12)OCCCC(=O)OC